C(\C=C(/C)\CCC[C@H](C)CCC[C@H](C)CCCC(C)C)OC(=O)C(C)C1=CC=C(CC(C)C)C=C1 Ibuprofen phytyl ester